2-((((9H-Fluoren-9-yl)methoxy)carbonyl)(methyl)amino)-4-phenylbutanoic acid C1=CC=CC=2C3=CC=CC=C3C(C12)COC(=O)N(C(C(=O)O)CCC1=CC=CC=C1)C